1-((cyclohexyloxy) carbonyl) ethyl-2-(4-(4-(4-(diphenylmethoxy) piperidin-1-yl)-butyryl) phenyl)-2-methylpropionate C(C)CC(C(=O)OC(=O)OC1CCCCC1)(C)C1=CC=C(C=C1)C(CCCN1CCC(CC1)OC(C1=CC=CC=C1)C1=CC=CC=C1)=O